(6-methyl-3-pyridyl)methanamine CC1=CC=C(C=N1)CN